(S)-7-amino-N-(6-(6,6-difluoro-1,4-diazepan-1-yl)-1,2,3,4-tetrahydronaphthalen-2-yl)-3-methylthieno[2,3-b]pyrazine-6-carboxamide NC1=C(SC2=NC(=CN=C21)C)C(=O)N[C@@H]2CC1=CC=C(C=C1CC2)N2CCNCC(C2)(F)F